6-Chloro-2-{4-[4-(3-methoxypropanoyl)piperazin-1-yl]phenyl}-N-(1-methylpiperidin-4-yl)-3H-imidazo[4,5-b]pyridin-7-amine ClC=1C(=C2C(=NC1)NC(=N2)C2=CC=C(C=C2)N2CCN(CC2)C(CCOC)=O)NC2CCN(CC2)C